C(C=CC1=CC=CC=C1)(=O)C(=O)C1=CC(OC)=C(O)C=C1 Cinnamoyl-Vanillin